CN(C1=NC(=NC=2[C@]3([C@H](CCC12)[C@H](C(C(=C3)C#N)=O)C)C)C3=CC=NC1=CC=CC=C31)C (6aR,7R,10aS)-4-(dimethylamino)-7,10a-dimethyl-8-oxo-2-(quinolin-4-yl)-5,6,6a,7,8,10a-hexahydrobenzo[h]quinazoline-9-carbonitrile